C[Si](OC1=C(C(=C([SiH3])C)C)C=CC=C1)(C)C (trimethylsiloxy)dimethyl-silyl-styrene